FC(C=1C(NC(NN1)=O)=O)(F)F 6-(trifluoromethyl)-1,2,4-triazine-3,5-dione